OCCOC(C=C)=O (hydroxy ethyl)acrylate